C(C)(C)(C)OC(=O)N1CCC2(CC(C(O2)=O)=O)CC1 3-Oxo-2-oxo-oxa-8-azaspiro[4.5]decane-8-carboxylic acid tert-butyl ester